(S)-1-(5-((3-methyl-4-(2-(methylsulfonyl)-2-azaspiro[3.3]heptan-6-yl)piperazin-1-yl)methyl)pyrazolo[1,5-a]pyridin-3-yl)dihydropyrimidine-2,4(1H,3H)-dione C[C@H]1CN(CCN1C1CC2(CN(C2)S(=O)(=O)C)C1)CC1=CC=2N(C=C1)N=CC2N2C(NC(CC2)=O)=O